C1(=CC=CC=C1)N(C=1C=CC=2N(C3=CC=C(C=C3C2C1)N(C1=CC=CC=C1)C1=CC=CC=C1)C1=CC=C(C=C1)C=1C(=CC=C(C1)C1=NC(=CC=C1)C1=CC=CC=C1)C#N)C1=CC=CC=C1 4'-(3,6-bis(diphenylamino)-9H-carbazol-9-yl)-5-(6-phenylpyridin-2-yl)-[1,1'-biphenyl]-2-carbonitrile